(6-Fluoro-pyridin-3-yl)-{(S)-3-[4-(4-fluoro-phenyl)-oxazol-2-yl]-piperidin-1-yl}-methanone FC1=CC=C(C=N1)C(=O)N1C[C@H](CCC1)C=1OC=C(N1)C1=CC=C(C=C1)F